4-(5-(3-((2-(3-carboxypropionyl)-4-chloro-6-methoxyisoindolin-5-yl)oxy)propoxy)-6-methoxybenzo[b]thiophen-2-yl)-4-oxobutanoic acid C(=O)(O)CCC(=O)N1CC2=CC(=C(C(=C2C1)Cl)OCCCOC1=CC2=C(SC(=C2)C(CCC(=O)O)=O)C=C1OC)OC